N-(monomethylaminoethyl)-acrylamide CNCCNC(C=C)=O